C1(CC1)C1=CC(=NC(=N1)C)NC1=CC(=C(C=N1)C(=O)NC([2H])([2H])[2H])NC1=NC=CC=C1S(=O)(=O)C 6-[(6-cyclopropyl-2-methylpyrimidin-4-yl)amino]-4-[(3-methanesulfonylpyridin-2-yl)amino]-N-(2H3)methylpyridin-3-carboxamide